4-(5-(1-propenoylpyrrolidin-3-yl)-1-aminopyrrolo[1,2-c]pyrimidin-7-yl)-N-(pyridin-2-yl)benzamide C(C=C)(=O)N1CC(CC1)C=1C=C(N2C(=NC=CC21)N)C2=CC=C(C(=O)NC1=NC=CC=C1)C=C2